C(C=C)(=O)N1CC(C1)OC=1C=C2C(=NC=NC2=CC1OC)NC=1C=C(C=CC1OC)C1=CC(=CC=C1)NC(=O)N1C(OC[C@@H]1C1=CC=CC=C1)=O (S)-N-(3'-((6-((1-acryloylazetidin-3-yl)oxy)-7-methoxyquinazolin-4-yl)amino)-4'-methoxy-[1,1'-biphenyl]-3-yl)-2-oxo-4-phenyloxazolidine-3-carboxamide